(R or S)-N-((R)-((S)-2,3-dihydro-1H-pyrido[2,3-b][1,4]oxazin-3-yl)(phenyl)methyl)-2-(6-methoxypyridin-3-yl)propan-1-amine N1C2=C(O[C@@H](C1)[C@H](NC[C@H](C)C=1C=NC(=CC1)OC)C1=CC=CC=C1)N=CC=C2 |o1:9|